ethyl 1-(3-bromo-2-methoxypyridin-4-yl)-5-(trifluoromethyl)-1H-pyrazole-4-carboxylate BrC=1C(=NC=CC1N1N=CC(=C1C(F)(F)F)C(=O)OCC)OC